4-(([5-(2-Chloro-5-methoxyphenyl)-1,3-oxazol-2-yl]methyl)sulfanyl)-6-(fluoromethyl)-1,3,5-triazin-2-amine ClC1=C(C=C(C=C1)OC)C1=CN=C(O1)CSC1=NC(=NC(=N1)CF)N